O=S1(N(CC(N1)=O)C1=C(C=C(C2=CN(N=C12)CC1=CC=C(C=C1)OC)C=O)F)=O 7-(1,1-dioxido-4-oxo-1,2,5-thiadiazolidin-2-yl)-6-fluoro-2-(4-methoxybenzyl)-2H-indazole-4-carbaldehyde